4-methyl-4-cyclohexene-1,2-dicarboxylic acid CC=1CC(C(CC1)C(=O)O)C(=O)O